[Si](C)(C)(C(C)(C)C)O[C@@H](C)[C@@H]1[C@H](NC1=O)[C@H](C(=O)OCC1=CC=CC=C1)C Benzyl (R)-2-((2S,3S)-3-((S)-1-((tert-butyldimethylsilyl)oxy)ethyl)-4-oxoazetidin-2-yl)propanoate